FC(C(=O)O)(F)F.NC=1C=2N(C=C(N1)C(F)(F)F)C(=CN2)C=2C=C(C=CC2C)C(C(=O)NC2(CNC2)C)(C(F)(F)F)O 2-(3-(8-Amino-6-(trifluoromethyl)imidazo[1,2-a]pyrazin-3-yl)-4-methylphenyl)-3,3,3-trifluoro-2-hydroxy-N-(3-methylazetidin-3-yl)propanamide trifluoroacetate salt